3-(2-methoxypyrimidin-5-yl)-3-(5-(3-((R)-1,2,3,4-tetrahydro-1,8-naphthyridin-2-yl)propyl)-1H-pyrazol-1-yl)propanoic acid COC1=NC=C(C=N1)C(CC(=O)O)N1N=CC=C1CCC[C@H]1NC2=NC=CC=C2CC1